4-Bromo-5,6-dimethylindoline-2,3-dione BrC1=C2C(C(NC2=CC(=C1C)C)=O)=O